ClC1=C(C#N)C=CC(=C1)N1CC2(C[C@@H]1C)CCN(CC2)C2=CC=C(C=C2)C(=O)N2CCC2CN2CCN(CC2)C2=CC(=CC=C2)N[C@H]2C(NC(CC2)=O)=O 2-Chloro-4-((S)-8-(4-(4-((4-(3-(((R)-2,6-dioxopiperidin-3-yl)amino)phenyl)piperazin-1-yl)methyl)azetidine-1-carbonyl)phenyl)-3-methyl-2,8-diazaspiro[4.5]decan-2-yl)benzonitrile